FC(C1=CC=C(C=C1)C#CC1=C(C=CC=C1)NS(=O)(=O)C)(F)F N-(2-((4-(trifluoromethyl)phenyl)ethynyl)phenyl)methanesulfonamide